N-[(3R,5S)-1-[8-(difluoromethyl)quinolin-5-yl]-5-methylpiperidin-3-yl]-2-(dimethylamino)acetamide FC(C=1C=CC(=C2C=CC=NC12)N1C[C@@H](C[C@@H](C1)C)NC(CN(C)C)=O)F